[Na+].COC1=CC=C(C=C1)S(=O)([O-])=S 4-methoxybenzenethiosulfonic acid sodium salt